NC1=C2C(=NC=N1)N(N=C2C2=CC=C(C=C2)OC2=CC=CC=C2)CCNS(=O)(=O)C2=C(C(=C(C(=C2F)F)F)F)F [2-[4-amino-3-(4-phenoxyphenyl)pyrazolo[3,4-d]pyrimidin-1-yl]ethyl]-2,3,4,5,6-pentafluorobenzenesulfonamide